5-(1-(3,3-difluorocyclobutyl)-2-methyl-1H-imidazo[4,5-b]pyridin-6-yl)-N-(cis-4-(4-methylpiperazin-1-yl)cyclohexyl)pyrrolo[2,1-f][1,2,4]triazin-2-amine FC1(CC(C1)N1C(=NC2=NC=C(C=C21)C=2C=CN1N=C(N=CC12)N[C@@H]1CC[C@@H](CC1)N1CCN(CC1)C)C)F